3-(5-(pyridin-3-yl)-2,3-dihydrobenzofuran-2-yl)benzoic acid N1=CC(=CC=C1)C=1C=CC2=C(CC(O2)C=2C=C(C(=O)O)C=CC2)C1